ethylene glycol malate C(C(O)CC(=O)O)(=O)O.C(CO)O